2,2'-peroxydi(butane-2-peroxol) O(OC(C)(CC)OO)C(C)(CC)OO